5-(3-Fluoro-2-methylphenyl)-4-oxo-4,5-dihydroimidazo[1,2-a]Quinoxaline-7-carbonitrile FC=1C(=C(C=CC1)N1C(C=2N(C3=CC=C(C=C13)C#N)C=CN2)=O)C